N[C@@H]1CC[C@H](CC1)OC=1C=CC2=C(\C(\C(C=3C(=NC=NC23)N)(C)C)=N/OCCN2CCCCC2)C1 (6Z)-8-(trans-4-aminocyclohexyloxy)-5,5-dimethyl-6-[2-(1-piperidinyl)ethoxyimino]benzo[h]quinazolin-4-amine